(2S,5R)-5-methyl-2-(2-oxo-1H-quinolin-6-yl)-1-piperidyl-2-oxo-acetamide C[C@@H]1CC[C@H](N(C1)C(C(=O)N)=O)C=1C=C2C=CC(NC2=CC1)=O